tert-butyl 2,2-dimethyl-6-(4,4,5,5-tetramethyl-1,3,2-dioxaborolan-2-yl)-3H-1,4-benzoxazine-4-carboxylate CC1(OC2=C(N(C1)C(=O)OC(C)(C)C)C=C(C=C2)B2OC(C(O2)(C)C)(C)C)C